ClC=1C(=NC(=NC1)NC=1C=C2C=C(NC2=CC1)C)NC1=C(C=CC=C1)P(C)(C)=O (2-((5-Chloro-2-((2-methyl-1H-indole-5-yl)amino)pyrimidin-4-yl)amino)phenyl)dimethylphosphine oxide